N1N=CC2=C(C=CC=C12)NCCCNC(CCNCC1=CC(=C(C=C1)C1=CC=CC=C1)Cl)=O N-(3-((1H-indazol-4-yl)amino)propyl)-3-(((2-chloro-[1,1'-biphenyl]-4-yl)methyl)amino)propanamide